C(C1=CC=CC=C1)N1N=C(C=C1)C=1C=C(C=CC1)C=1C=NC=C(C(=O)O)C1 5-(3-(1-benzyl-1H-pyrazol-3-yl)phenyl)nicotinic acid